FC1=C(C=CC(=C1F)OCC#C)C1=CN=C2N1C=CN=C2NC2=CC(=C(C(=O)N1CCC(CC1)C(=O)NCCCNC)C=C2)C 1-[4-[[3-(2,3-difluoro-4-prop-2-ynoxyphenyl)imidazo[1,2-a]pyrazin-8-yl]amino]-2-methylbenzoyl]-N-[3-(methylamino)propyl]piperidine-4-carboxamide